C1(CC1)[C@@H]1CNC[C@@H](O1)C=1C=NN(C1)C1CC1 (2r,6s)-2-cyclopropyl-6-(1-cyclopropylpyrazol-4-yl)morpholine